Amino-ruthenium (II) N[Ru+]